(S)-3-(3-(1-amino-2,3-dihydro-1H-inden-5-yl)-5-(pyrrolidin-1-yl)-3H-imidazo[4,5-b]pyridin-2-yl)pyridin-2-amine N[C@H]1CCC2=CC(=CC=C12)N1C(=NC=2C1=NC(=CC2)N2CCCC2)C=2C(=NC=CC2)N